6-(2,5-dioxo-2,5-dihydro-1H-pyrrol-1-yl)-4,5-dihydroxy-N-(4-(hydroxymethyl)-3-nitrobenzyl)hexanamide O=C1N(C(C=C1)=O)CC(C(CCC(=O)NCC1=CC(=C(C=C1)CO)[N+](=O)[O-])O)O